1-((3R,4R)-3-((5-fluoropyrimidin-2-yl)amino)-4-((4-(trifluoromethyl)benzyl)oxy)pyrrolidin-1-yl)prop-2-en-1-one FC=1C=NC(=NC1)N[C@@H]1CN(C[C@H]1OCC1=CC=C(C=C1)C(F)(F)F)C(C=C)=O